4-[4-({[4-chloro-3-(trifluoromethyl)phenyl]carbamoyl}amino)-3-fluorophenoxy]-N-methylpyridin-2-carboxamide hydrate O.ClC1=C(C=C(C=C1)NC(=O)NC1=C(C=C(OC2=CC(=NC=C2)C(=O)NC)C=C1)F)C(F)(F)F